6,7-dichloro-1-(4-isopropylthiazol-5-yl)pyrido[2,3-d]pyrimidine-2,4(1h,3h)-dione ClC1=CC2=C(N(C(NC2=O)=O)C2=C(N=CS2)C(C)C)N=C1Cl